endo-N-(7-cyano-7-azabicyclo[2.2.1]heptan-2-yl)-1-(6-cyclopropyl-2-pyridinyl)-2,3-dihydro-1H-indole-5-carboxamide C(#N)N1C2C(CC1CC2)NC(=O)C=2C=C1CCN(C1=CC2)C2=NC(=CC=C2)C2CC2